tertbutyl 4-aminopiperidine-1-carboxylate NC1CCN(CC1)C(=O)OC(C)(C)C